4-[(1-ethylpyrazol-4-yl)methylamino]-3-methoxy-5-nitro-benzoic acid methyl ester COC(C1=CC(=C(C(=C1)[N+](=O)[O-])NCC=1C=NN(C1)CC)OC)=O